(2S,6R)-N-((S)-1-cyano-2-(4-(3-methyl-2-oxo-2,3-dihydrobenzo[d]oxazol-5-yl)phenyl)ethyl)-6-isobutoxy-6-methyl-1,4-oxazepane-2-carboxamide C(#N)[C@H](CC1=CC=C(C=C1)C=1C=CC2=C(N(C(O2)=O)C)C1)NC(=O)[C@H]1OC[C@](CNC1)(C)OCC(C)C